OCC1=C(C=CC2=CC=CC=C12)OCC(COC)NC(OC(C)(C)C)=O tert-butyl (1-((1-(hydroxymethyl)naphthalen-2-yl)oxy)-3-methoxypropan-2-yl)carbamate